CC1=NN=C(S1)C=1C(=NC(=NC1)O)O 5-(5-methyl-1,3,4-thiadiazol-2-yl)pyrimidine-2,4-diol